[K+].C(CCCCCCCCCCC)OP(=O)([O-])[O-].FC1=C(C=CC=C1)N1C(CCC1=O)=O.[K+] N-(2-fluorophenyl)succinimide dodecyl-phosphate potassium salt